C12(CC(C1)C2)NC(=O)C2=NC(=NC=C2)N2CCN(CC2)C(=O)C2=CC=C(C=C2)C2=NC1=C(N2)C=C(C=C1C(=O)N)F 2-(4-(4-(4-(bicyclo[1.1.1]pentan-1-ylcarbamoyl)pyrimidin-2-yl)piperazine-1-carbonyl)phenyl)-6-fluoro-1H-benzo[d]imidazole-4-carboxamide